C(C)(C)(C)C=1C=C(N(N1)C1=CC=C(C=C1)C)NC(=O)NC1=CC=C(C2=CC=CC=C12)OCCC1CCN(CC1)C(C)=O 1-[5-tert-butyl-2-p-tolyl-2H-pyrazol-3-yl]-3-[4-(2-(1-acetylpiperidin-4-yl)ethoxy)naphthalen-1-yl]-urea